1-((R)-3,3-dimethylbutan-2-yl)-1H-pyrazol CC([C@@H](C)N1N=CC=C1)(C)C